C1(=CC=CC=C1)C(O)C1N(CCC1)C1=CC=CC=C1 phenyl-(1-phenyl-pyrrolidine-2-yl)methanol